C=1(C(=CC=CC1)CC(=O)O)CC(=O)O.[I] iodine benzenediacetic acid